N1=CC=C(C=C1)CC(=O)N[C@@H](C)C(=O)N[C@@H](C)C(=O)N[C@@H](CC(N)=O)C(=O)O N-(pyridin-4-ylacetyl)-L-alanyl-L-alanyl-L-asparagine